C[C@H](CCCCCCCCCCCCCCC[C@H](CC(=O)O)O)O The molecule is an (omega-1)-hydroxy fatty acid that is (19R)-19-hydroxyicosanoic acid in which the 3-pro-R hydrogen is replaced by a hydroxy group. It is an (omega-1)-hydroxy fatty acid, a 3-hydroxy carboxylic acid, a dihydroxy monocarboxylic acid and a long-chain fatty acid. It derives from a (19R)-19-hydroxyicosanoic acid.